N-(cyclopropyl(3-methylpyridin-2-yl)methyl)-7-isopropyl-1H-indole C1(CC1)C(N1C=CC2=CC=CC(=C12)C(C)C)C1=NC=CC=C1C